3-((1R,3R)-1-(2,6-difluoro-4-((1-(3-fluoropropyl)pyrrolidin-3-yl)oxy)phenyl)-3-methyl-1,3,4,9-tetrahydro-2H-pyrido[3,4-b]indol-2-yl)bicyclo[1.1.1]pentane-1-carboxamide FC1=C(C(=CC(=C1)OC1CN(CC1)CCCF)F)[C@H]1N([C@@H](CC2=C1NC1=CC=CC=C21)C)C21CC(C2)(C1)C(=O)N